3-bromo-7-phenylimidazo[1,2-a]pyridine BrC1=CN=C2N1C=CC(=C2)C2=CC=CC=C2